C(C1=CC=CC=C1)N([C@@H](C)C(=O)OC)C([C@H](NC(=O)OC(C)(C)C)C([2H])([2H])[2H])=O methyl N-benzyl-N-((tert-butoxycarbonyl)-D-alanyl-3,3,3-d3)-L-alaninate